C(=O)O.N1C=NC=2C=NC=3C=CC=CC3C21 imidazo[4,5-c]quinoline, formate salt